O=C1N(C=CC=C1C(=O)O)C1=NC=CC=C1 2-oxo-2H-[1,2'-bipyridine]-3-carboxylic acid